N1(CCC1)CC1(CC1)NC(C(C)(C)C1=C(C=CC(=C1)Cl)F)=O N-(1-(azetidin-1-ylmethyl)cyclopropyl)-2-(5-chloro-2-fluorophenyl)-2-methylpropanamide